C1(=C(C=CC=C1)CC=1C(=O)NC(C1)=O)CC=1C(=O)NC(C1)=O N'-[(1,2-phenylene)dimethylene]bismaleimide